S(=O)(O)[O-].[Mg+2].S(=O)(O)[O-] magnesium hydrogensulphite